5-[(2R,4S)-4-[6,7-dimethyl-4-[3-(trifluoromethyl)-1-bicyclo[1.1.1]pentanyl]pteridin-2-yl]tetrahydropyran-2-yl]-1-(methylamino)pyridin-2-one CC=1N=C2C(=NC(=NC2=NC1C)[C@@H]1C[C@@H](OCC1)C=1C=CC(N(C1)NC)=O)C12CC(C1)(C2)C(F)(F)F